(12aR)-7-hydroxy-12-[(3,4-difluorophenyl)(2-methylsulfanylphenyl)methyl]-3,4,12,12a-tetrahydro-1H-[1,4]oxazino[3,4-c]pyrido[2,1-f][1,2,4]triazine-6,8-dione OC=1C(C=CN2N([C@H]3N(C(C21)=O)CCOC3)C(C3=C(C=CC=C3)SC)C3=CC(=C(C=C3)F)F)=O